N12N3C(=CN(C=CC=CC1)C2)C=CC(=C3)C(=O)N 2H-1,7-methanopyrido[1,2-b][1,2,5]triazecine-11-carboxamide